vinyl-1,2-epoxycyclohexane C(=C)C12C(CCCC1)O2